diethyltin diethoxide [O-]CC.[O-]CC.C(C)[Sn+2]CC